8'-Bromo-7'-fluoro-N,N,3'-trimethyl-2'-oxo-2',3'-dihydrospiro[azetidine-3,1'-pyrrolo[2,3-c]quinoline]-1-carboxamide BrC1=CC=2C3=C(C=NC2C=C1F)N(C(C31CN(C1)C(=O)N(C)C)=O)C